N1CCC=2C1=NC1=CC(=CC=C1C2)O[C@H]2CC[C@]1([C@@H]2O[C@H]([C@@H]1O)N1C=CC2=C1N=CN=C2C)O (2R,3R,3aS,6S,6aR)-6-((2,3-dihydro-1H-pyrrolo[2,3-b]quinolin-7-yl)oxy)-2-(4-methyl-7H-pyrrolo[2,3-d]pyrimidin-7-yl)hexahydro-3aH-cyclopenta[b]furan-3,3a-diol